CN(CCCNCC1=CC=C(C=C1)C=1N=C(C2=C(N1)N(C=C2)C2=CC=CC=C2)C=2SC(=CC2)CNCCCN(C)C)C 2-{4-[(3-Dimethylaminopropyl)aminomethyl]phenyl}-4-{5-[(3-dimethylaminopropyl)aminomethyl]thien-2-yl}-7-phenyl-7H-pyrrolo[2,3-d]pyrimidine